3-(5-(5-amino-6-((1-(1-methylpiperidin-4-yl)-1H-pyrazol-4-yl)oxy)pyrazin-2-yl)-2-fluoro-3-methylphenyl)tetrahydrofuran-3-ol NC=1N=CC(=NC1OC=1C=NN(C1)C1CCN(CC1)C)C=1C=C(C(=C(C1)C1(COCC1)O)F)C